N-[(1S)-1-[4-(3-cyclopropyl-1,2,4-oxadiazol-5-yl)phenyl]ethyl]-2,5-dimethyl-pyrimidin-4-amine C1(CC1)C1=NOC(=N1)C1=CC=C(C=C1)[C@H](C)NC1=NC(=NC=C1C)C